N,N,N',N'-tetrakis-methoxymethyl-[1,3,5]triazine-2,4,6-triamine COCN(C1=NC(=NC(=N1)N(COC)COC)N)COC